Cl.OC1CNC1 3-Hydroxyazetidine hydrochloride